C(C)OC(=O)C=1N(C2=C(C(=CC=C2C1CCCOC1=CC=CC2=CC=CC=C12)Cl)C=1C(=NN(C1C)C)CBr)CCCCNC.C(C=C)(=O)OCCC[Si](OCCC)(OCCC)OCCC 3-(acryloyloxy)propyltripropoxysilane ethyl-7-[3-(bromomethyl)-1,5-dimethyl-1H-pyrazol-4-yl]-6-chloro-1-[4-(methylamino)butyl]-3-[3-(naphthalen-1-yloxy)propyl]-1H-indole-2-carboxylate